2-hydroxymethyl-tetrahydrofuran OCC1OCCC1